diheptylundecyl adipate CCCCCCCCCC(CCCCCCC)COC(=O)CCCCC(=O)OCC(CCCCCCC)CCCCCCCCC